Cl.N1=C(SC2=NC=CC=C21)N [1,3]thiazolo[5,4-b]pyridin-2-amine hydrochloride